C\C(=C/CC=1C(=C(C(=O)O)C(=CC1O)CCC=CC)O)\CCC=C(C)C 3-[(2E)-3,7-dimethyloct-2,6-dien-1-yl]-2,4-dihydroxy-6-[(2E)-pent-3-en-1-yl]benzoic acid